7-(4-(2-Fluoro-6-methylphenyl)piperazin-1-yl)-3-methyl-5-((3-(trifluoromethyl)pyrazin-2-yl)methyl)pyrido[2,3-b]pyrazin-6(5H)-one FC1=C(C(=CC=C1)C)N1CCN(CC1)C1=CC=2C(=NC(=CN2)C)N(C1=O)CC1=NC=CN=C1C(F)(F)F